copper-zinc-zirconium salt [Zr].[Zn].[Cu]